beta-dimethylaminoethyl-2-methylbenzhydryl citrate C(CC(O)(C(=O)[O-])CC(=O)[O-])(=O)OC(C1=C(C=CC=C1)C)(C1=CC=CC=C1)CCN(C)C